O[C@@H]1C[C@H](N(C1)C(=O)[C@H](C(C)(C)C)N1N=NC(=C1)CNC(=O)C1=CNC(C=C1)=O)C(NC)=O N-[[1-[(1S)-1-[(2S,4R)-4-hydroxy-2-(methylcarbamoyl)pyrrolidine-1-carbonyl]-2,2-dimethyl-propyl]triazol-4-yl]methyl]-6-oxo-1H-pyridine-3-carboxamide